3-(4-amino-7-bromo-2-(pyridin-2-ylmethyl)pyrazolo[1,5-a]Pyrazin-6-yl)benzonitrile NC=1C=2N(C(=C(N1)C=1C=C(C#N)C=CC1)Br)N=C(C2)CC2=NC=CC=C2